S1C=NC2=C1C=CC(=C2)C2=CC=C(C=C2)C[C@@H](C#N)C2(OCCCNC2)C(=O)N {(1s)-2-[4-(1,3-Benzothiazol-5-yl)phenyl]-1-cyanoethyl}-1,4-oxazepane-2-carboxamide